7-amino-6-(3-hydroxy-2,6-dimethylphenyl)-3-(hydroxymethyl)-5-oxo-5,6-dihydro-1,6-naphthyridine-8-carboxamide NC=1N(C(C=2C=C(C=NC2C1C(=O)N)CO)=O)C1=C(C(=CC=C1C)O)C